BrC=1NC(N(C1C1=CC=C(C=C1)Cl)C[C@@H](C(F)(F)F)O)=O (S)-4-bromo-5-(4-chlorophenyl)-1-(3,3,3-trifluoro-2-hydroxypropyl)-1,3-dihydro-2H-imidazol-2-one